NC1=NC=C(C2=C1C(=NN2C(C)C)C2=CC(=C(C=C2)NS(=O)(=O)C2=C(C=CC=C2)Cl)F)C2=CC[C@H](CC2)NC2COC2 N-(4-(4-amino-1-isopropyl-7-(4(S)-(oxetan-3-ylamino)cyclohex-1-en-1-yl)-1H-pyrazolo[4,3-c]pyridin-3-yl)-2-fluorophenyl)-2-chlorobenzenesulfonamide